N1C=NC(=C1)CC(C(=O)O)NC(\C(=C\C)\C)=O 3-(1H-imidazol-4-yl)-2-{[(2E)-2-methylbut-2-enoyl]amino}propanoic acid